[Sb].[V].[Ti] titanium-vanadium-antimony